ethyl 2-(3,3-difluoropropyl)-2H-1,2,3-triazole-4-carboxylate FC(CCN1N=CC(=N1)C(=O)OCC)F